ClC1=C(C=C2C(=NC(=NC2=C1)C1=CC=CC=C1)N1[C@@H](CCC1)C(=O)O)OC (7-chloro-6-methoxy-2-phenylquinazolin-4-yl)-L-proline